C(C1=CC=CC=C1)SC1=CC=C2CCCN(C2=C1)C=1C=2C=C(C(N(C2C=C(C1)OC)C)=O)C 7-(benzylthio)-7'-methoxy-1',3'-dimethyl-3,4-dihydro-2H-[1,5'-biquinoline]-2'(1'H)-one